C(C)OC(CC(C1=CC2=C(N(N=N2)C)C(=C1)OC)C1=C2CCN(CC2=CC=C1)C(C1=CC(=C(C=C1)OC)Cl)=O)=O (l)-3-[2-(3-chloro-4-methoxybenzoyl)-1,2,3,4-tetrahydroisoquinolin-5-yl]-3-(7-methoxy-1-methyl-1H-benzo[d][1,2,3]triazol-5-yl)propionic acid ethyl ester